N[C@H](C(=O)O)CCC(=O)N[C@@H](CS)C(=O)NCC(=O)O GLUTATHION